methyl 3-(5-(phenoxymethyl)-1H-imidazol-2-yl)-1H-indazole-5-carboxylate O(C1=CC=CC=C1)CC1=CN=C(N1)C1=NNC2=CC=C(C=C12)C(=O)OC